CC1(COCCN1C1=NC2=CC=C(C=C2C=N1)CN1C[C@H](CC1)OC=1C=C2CN(C(C2=CC1)=O)C1C(NC(CC1)=O)=O)C 3-(5-(((S)-1-((2-(3,3-Dimethylmorpholino)quinazolin-6-yl)methyl)pyrrolidin-3-yl)oxy)-1-oxoisoindolin-2-yl)piperidine-2,6-dione